ethyl 4-(6-(cyclopropanesulfonamido)pyridin-2-yl)tetrahydro-2H-pyran-4-carboxylate C1(CC1)S(=O)(=O)NC1=CC=CC(=N1)C1(CCOCC1)C(=O)OCC